C(C)(=O)[O-].[Mg+2].C(C)(=O)[O-] Magnesium acetate